(E)-2-((7-cyanobenzo[b]thiophen-3-yl)methylene)-3-oxobutanamide C(#N)C1=CC=CC2=C1SC=C2\C=C(\C(=O)N)/C(C)=O